Di-tert-butyl (((S)-6-((S)-2-((S)-2-amino-5-(tert-butoxy)-5-oxopentanamido)-3-phenylpropanamido)-1-(tert-butoxy)-1-oxohexan-2-yl)carbamoyl)-L-glutamate N[C@H](C(=O)N[C@H](C(=O)NCCCC[C@@H](C(=O)OC(C)(C)C)NC(=O)N[C@@H](CCC(=O)OC(C)(C)C)C(=O)OC(C)(C)C)CC1=CC=CC=C1)CCC(=O)OC(C)(C)C